FC1=C(OC=2N=NC(=CC2C(=O)NC2=CC(=CC=C2)S(=O)(=N)C)C(F)(F)F)C=CC(=C1)OCF 3-(2-fluoro-4-fluoromethoxyphenoxy)-N-(3-(S-methylsulfonimidoyl)phenyl)-6-(trifluoromethyl)pyridazine-4-carboxamide